C1=CC=CC=2C3=CC=CC=C3C(C12)COC(N[C@H](C(N[C@H](C(NCOCC[C@H](C(=O)OC)O)=O)C)=O)C)=O methyl (5S,8S,15R)-1-(9H-fluoren-9-yl)-15-hydroxy-5,8-dimethyl-3,6,9-trioxo-2,12-dioxa-4,7,10-triazahexadecan-16-oate